C(C(C)C)OC=1C=C(C=CC1)C(CC(=O)[O-])C(=O)[O-] 3-isobutoxybenzenesuccinate